FC=1C=C(CN2C3=C(C(CCC2=O)=O)C=CC(=C3)OC)C=CC1C 1-(3-fluoro-4-methylbenzyl)-8-methoxy-3,4-dihydro-1H-benzo[b]azepine-2,5-dione